FC1=CC=C(C=C1)[C@@H](CC(=O)N(C)C)O (R)-3-(4-fluorophenyl)-3-hydroxy-N,N-dimethylpropionamide